(3-((Benzyloxy)carbamoyl)-1-(3-methoxy-2,6-dimethylphenyl)-5,6-dimethyl-1H-pyrrolo[2,3-b]pyridin-2-yl)(tert-butoxycarbonyl)carbamic acid tert-butyl ester C(C)(C)(C)OC(N(C(=O)OC(C)(C)C)C1=C(C=2C(=NC(=C(C2)C)C)N1C1=C(C(=CC=C1C)OC)C)C(NOCC1=CC=CC=C1)=O)=O